sodium ethanedisulfonate C(CS(=O)(=O)[O-])S(=O)(=O)[O-].[Na+].[Na+]